C[C@@H](C(=O)C1=CC=CC=C1)N The molecule is the S stereoisomer of 2-aminopropiophenone. It has a role as a central nervous system stimulant and a psychotropic drug. It is a 2-aminopropiophenone and a monoamine alkaloid.